but-2-enenitrile C(C=CC)#N